N-(4-piperidyl)-3-pyrimidin-5-yl-1H-pyrrolo[2,3-b]pyridin-4-amine N1CCC(CC1)NC=1C2=C(N=CC1)NC=C2C=2C=NC=NC2